FC(C=1C(=NC=CC1)C=1C=CC(=C2CCCOC12)CCC(=O)O)(F)F 3-(8-(3-(trifluoromethyl)pyridin-2-yl)chroman-5-yl)propionic acid